CC1CCC(CC1)NC(=O)CC(CC(=O)NC1CCC(CC1)C)C(=O)NC1CCC(CC1)C 1,2,3-propanetricarboxylic acid, tri(4-methylcyclohexylamide)